(3-Bromo-2-fluorophenyl)(tetrahydrofuran-3-yl)methanol BrC=1C(=C(C=CC1)C(O)C1COCC1)F